FC1=C(C(=CC=C1)S(=O)(=O)C1=CC=C(C=C1)Cl)C(F)(F)F 1-fluoro-3-((4-chlorophenyl)sulfonyl)-2-(trifluoromethyl)benzene